N-[(1R,3S)-3-{[6-chloro-2-(trifluoromethyl)quinolin-4-yl]amino}cyclohexyl]-3-cyano-1-methyl-1H-pyrazole-4-carboxamide ClC=1C=C2C(=CC(=NC2=CC1)C(F)(F)F)N[C@@H]1C[C@@H](CCC1)NC(=O)C=1C(=NN(C1)C)C#N